4-(2-(methoxymethoxy)-4-(trifluoromethyl)phenyl)pyrazolo[1,5-d][1,2,4]triazin-7-amine COCOC1=C(C=CC(=C1)C(F)(F)F)C=1C=2N(C(=NN1)N)N=CC2